C(CCCCCCCC)OCOCCCC(CC(CC(CC(CC(CC(CCCCl)C)C)C)C)C)C 17-chloro-4,6,8,10,12,14-hexamethylheptadecyl nonyloxymethyl ether